CS(=O)(=O)C1CN(C1)S(=O)(=O)N1C[C@H](CCC1)C(=O)N1[C@H](CCC1)C(=O)NCC1=NC=C(C=C1)C(F)(F)F 1-(((3S)-1-((3-(methylsulfonyl)-1-azetidinyl)sulfonyl)-3-piperidinyl)carbonyl)-N-((5-(trifluoromethyl)-2-pyridinyl)methyl)-D-prolinamide